diazapyridine-2,4-dione N1C(NC(N=C1)=O)=O